5-(trifluoromethyl)piperidine iso-nonyl-stearate C(CCCCCC(C)C)OC(CCCCCCCCCCCCCCCCC)=O.FC(C1CCCNC1)(F)F